BrC1=CC=C2C(=NN(C2=C1)CCN(C)C)C(=O)C1COC2=CC=C(C=C2C1)Cl [6-bromo-1-[2-(dimethylamino)ethyl]indazol-3-yl]-(6-chlorochroman-3-yl)methanone